5-(3-(Difluoromethoxy)phenyl)-2-methyl-N-(3-(2-(piperidin-1-yl)propyl)-1,2,4-thiadiazol-5-yl)furan-3-carboxamide FC(OC=1C=C(C=CC1)C1=CC(=C(O1)C)C(=O)NC1=NC(=NS1)CC(C)N1CCCCC1)F